5-fluoro-4-{4-methyl-3-[(methylamino)methyl]-5-oxo-4,5-dihydro-1H-1,2,4-triazol-1-yl}-N-(pent-3-yl)-2-[(2S)-pent-2-yloxy]benzamide FC=1C(=CC(=C(C(=O)NC(CC)CC)C1)O[C@@H](C)CCC)N1N=C(N(C1=O)C)CNC